BrC=1C=C(C=CC1)C1(CC(C1)=C)C1=NN=CN1C 3-(1-(3-bromophenyl)-3-methylenecyclobutyl)-4-methyl-4H-1,2,4-triazole